(3R)-N-(7-chloro-6-(1-((3S,4S)-4-hydroxy-3-methyltetrahydrofuran-3-yl)piperidin-4-yl)isoquinolin-3-yl)-6,6-dimethyltetrahydro-2H-pyran-3-carboxamide ClC1=C(C=C2C=C(N=CC2=C1)NC(=O)[C@H]1COC(CC1)(C)C)C1CCN(CC1)[C@]1(COC[C@H]1O)C